3-((3-(((1-(6-(6-((R)-2-(3-fluorophenyl)pyrrolidin-1-yl)imidazo[1,2-b]pyridazin-3-yl)pyridin-2-yl)piperidin-4-yl)(methyl)amino)methyl)phenyl)amino)piperidine-2,6-dione FC=1C=C(C=CC1)[C@@H]1N(CCC1)C=1C=CC=2N(N1)C(=CN2)C2=CC=CC(=N2)N2CCC(CC2)N(C)CC=2C=C(C=CC2)NC2C(NC(CC2)=O)=O